CP(=O)(C)C1=C2N=CC=NC2=CC=C1NC=1C2=C(N=C(N1)NC=1C(=CC(=C(C1)NC(C=C)=O)N1CCN(CC1)C)OC)NC=C2 N-(5-((4-((5-(dimethyl-phosphoryl)quinoxalin-6-yl)amino)-7H-pyrrolo[2,3-d]pyrimidin-2-yl)amino)-4-methoxy-2-(4-methylpiperazin-1-yl)phenyl)acrylamide